FC1=C2C(N3C(=NC2=C(C=C1)C)C(C1=CC(=CC=C13)[N+](=O)[O-])=O)=O 1-fluoro-4-methyl-8-nitroindolo[2,1-b]quinazoline-6,12-dione